Silanetriol Glutamate N[C@@H](CCC(=O)O)C(=O)O.[SiH](O)(O)O